(R,E)-2-fluoro-N-(7-methoxy-4-((2-methoxy-5-methyl-4-((1-methyl-1H-benzo[d]imidazol-6-yl)oxy)phenyl)amino)quinazolin-6-yl)-3-(1-methylpyrrolidin-2-yl)acrylamide F\C(\C(=O)NC=1C=C2C(=NC=NC2=CC1OC)NC1=C(C=C(C(=C1)C)OC=1C=CC2=C(N(C=N2)C)C1)OC)=C\[C@@H]1N(CCC1)C